ClC1=C2C(=NN(C2=CC=C1)S(=O)(=O)C1=CC=C(C=C1)C(C)(F)F)N1[C@@H](CC(C1)(F)F)C(C)(F)F 4-chloro-1-[4-(1,1-difluoroethyl)phenyl]sulfonyl-3-[(2S)-2-(1,1-difluoroethyl)-4,4-difluoro-pyrrolidin-1-yl]indazole